(2-(6H-oxazolo[4,5-e]indol-8-yl)ethyl)carbamic acid tert-butyl ester C(C)(C)(C)OC(NCCC1=CNC2=CC=C3C(=C12)N=CO3)=O